C1=CC2=C(C(=C1F)F)N=NS2 Difluorobenzothiadiazole